C1(CC1)C1=C(C(=NO1)C1=C(C=CC=C1Cl)Cl)C1=CC2(C1)CCN(CC2)C2=NC=C(C(=O)O)C=C2 6-(2-(5-cyclopropyl-3-(2,6-dichlorophenyl)isoxazol-4-yl)-7-azaspiro[3.5]non-1-en-7-yl)-nicotinic acid